5,8-dihydroxyl-1,4-naphthalenedicarboxylic acid OC1=C2C(=CC=C(C2=C(C=C1)O)C(=O)O)C(=O)O